(3S)-3-(5-{[(3S,4S)-4-(methoxymethyl)-1-({2-[1-(1-methylazetidin-3-yl)piperidin-4-yl]quinolin-6-yl}methyl)pyrrolidin-3-yl]oxy}-1-oxo-2,3-dihydro-1H-isoindol-2-yl)piperidine-2,6-dione COC[C@H]1[C@@H](CN(C1)CC=1C=C2C=CC(=NC2=CC1)C1CCN(CC1)C1CN(C1)C)OC=1C=C2CN(C(C2=CC1)=O)[C@@H]1C(NC(CC1)=O)=O